FC1=CC(=C(O[C@@H](C(=O)OC)C)C=C1)[N+](=O)[O-] methyl (2R)-2-(4-fluoro-2-nitrophenoxy)propanoate